FC=1N=NC=CC1C(C)C fluoro-4-isopropylpyridazine